7-((1S,3R)-3-(1-isopropyl-3-(trifluoromethyl)-1H-pyrazol-5-yl)cyclohexyl)-2-thia-7-azaspiro[3.5]nonane 2,2-dioxide C(C)(C)N1N=C(C=C1[C@H]1C[C@H](CCC1)N1CCC2(CS(C2)(=O)=O)CC1)C(F)(F)F